Cl.C(C)C1=C(C(=CC(=C1)C)CC)NN 2,6-diethyl-4-methylphenylhydrazine hydrochloride